BrC1=C(CBr)C=C(C=C1)Br 2,5-dibromobenzyl bromide